C(C)C(C(=O)[O-])CCCC.C(C1=CC=CC=C1)[N+](C)(C)CC(C)O benzyl-(2-hydroxypropyl)-dimethyl-ammonium 2-ethylhexanoate